ClC=1C=CC(=C(CNC2CCN(CC2)C)C1)OCCC N-(5-chloro-2-propoxybenzyl)-1-methylpiperidin-4-amine